C(CC)N(C(C(=O)C1=CNC2=C(C=C(C=C12)OC)C)=O)CCC N,N-dipropyl-2-(5-methoxy-7-methyl-1H-indol-3-yl)-2-oxoacetamide